Methyl-2,6-dimethylenetetrahydro-1H-pyrrolizine nickel molybdenum [Mo].[Ni].CC1C(CN2CC(CC12)=C)=C